CN(CCCN1N=C(C=2C1=NC(=NC2)NC2=CC=CC=C2)NC2=C(C=CC=C2C)C)C 1-(3-(dimethylamino)propyl)-N3-(2,6-dimethylphenyl)-N6-phenyl-1H-pyrazolo[3,4-d]pyrimidine-3,6-diamine